SC[C@@H](C(=O)N[C@H](C(=O)NC)CS)NC (R)-3-mercapto-N-((R)-3-mercapto-1-(methylamino)-1-oxopropan-2-yl)-2-(methylamino)propanamide